2,6-bis(3-(carbazol-9-yl)phenyl)pyridine C1=CC=CC=2C3=CC=CC=C3N(C12)C=1C=C(C=CC1)C1=NC(=CC=C1)C1=CC(=CC=C1)N1C2=CC=CC=C2C=2C=CC=CC12